ClC1=C(C(=C(C2=CC=CC=C12)C(=O)N)C1=C(C=CC=C1)C1=C(C2=CC=CC=C2C=C1)C(=O)N)Cl dichlorophenylenebisnaphthalenecarboamide